COC1=C(C=CC=C1C=1OC2=C(C(=CC(=C2C(C1)=O)O)OC)OC)[O-] 2-methoxy-3-(5-hydroxy-7,8-dimethoxy-4-oxo-4H-chromen-2-yl)phenolate